N-(2-acetyl-5-(trifluoromethyl)phenyl)-4-methoxybenzamide C(C)(=O)C1=C(C=C(C=C1)C(F)(F)F)NC(C1=CC=C(C=C1)OC)=O